FC=1C(=CC(=C(C#N)C1)C1=CC(=NO1)CN1C(=NC=2CCCCC2C1=O)C)OC 5-Fluoro-4-methoxy-2-(3-((2-methyl-4-oxo-5,6,7,8-tetrahydroquinazolin-3(4H)-yl)methyl)isoxazol-5-yl)benzonitrile